Cl.COC=1C=C2CCC(C2=CC1)ON O-(5-Methoxy-2,3-dihydro-1H-inden-1-yl)hydroxylamine hydrochloride